[Cl-].[Cl-].CC1=C(C(=C(C1[Si](C)(C)[Zr+2]C1C(=CC2=C(C=3CCCC3C=C12)C1=C(C=CC=C1)C)C)C)C)C tetramethylcyclopentadienyl-dimethylsilyl-(2-methyl-4-(o-tolyl)-1,5,6,7-tetrahydro-s-indacen-1-yl)zirconium dichloride